1-{3-[2-(2-Aminoethoxy)-ethoxy]-propionyl}pseudouridine (Z,Z)-7,9-Dodecadienyl-acetate C(CCCCC\C=C/C=C\CC)CC(=O)OC[C@@H]1[C@H]([C@H]([C@@H](O1)C1=CN(C(=O)NC1=O)C(CCOCCOCCN)=O)O)O